(4-((4-oxo-3,4-dihydro-phthalazin-1-yl)methyl)phenyl)(methyl)carbamic acid tert-butyl ester C(C)(C)(C)OC(N(C)C1=CC=C(C=C1)CC1=NNC(C2=CC=CC=C12)=O)=O